C(CCCCCCCCCCCCCCCCCCCCCCC)NCCC tetracosylpropylamine